C1CC2(CC1CC2CO)CO bicyclo[2.2.1]heptanedimethanol